CC(C)(C)OOC(=C(OOC(C)(C)C)OOC(C)(C)C)[SiH3] tris[(1,1-dimethylethyl)dioxy]vinyl-silane